N(=NC(C#N)(CC)C#N)C(C#N)(CC)C#N 2,2'-azobis-(2-cyanobutanenitrile)